3-((2R,3R)-2-(2-bromophenyl)-3-nitro-3-phenylpropyl)-5,5-dimethylcyclohex-2-en-1-one BrC1=C(C=CC=C1)[C@@H](CC1=CC(CC(C1)(C)C)=O)[C@H](C1=CC=CC=C1)[N+](=O)[O-]